(2-(ethoxymethyl)-1-(2-hydroxy-2-methylpropyl)-1H-imidazo[4,5-c]quinolin-4-yl)carbamic acid C(C)OCC=1N(C2=C(C(=NC=3C=CC=CC23)NC(O)=O)N1)CC(C)(C)O